4-dioxa-8-azaspiro[4.5]decan-8-ylbenzo[4,5]imidazo[1,2-a]quinazolin-5(7H)-one O1OCCC12CCN(CC2)C=2C=1C(N=C3N(C1C=CC2)C2=C(N3)C=CC=C2)=O